ClC=1C=C2C(=NC=NC2=C(C1)C(F)(F)F)N[C@@H](C)C1=NC=NN1C1=CC(=NC=N1)C(CO)O 1-[6-[5-[(1S)-1-[[6-chloro-8-(trifluoromethyl)quinazolin-4-yl]amino]ethyl]-1,2,4-triazol-1-yl]pyrimidin-4-yl]ethane-1,2-diol